C(\C=C\C(=O)OC(C)CCC)(=O)OC1CCC(CC1)C (4-methylcyclohexyl) sec-pentyl fumarate